butyl 9,9-diethoxy-7-nonynoate 2-methylpropyl-9,9-diethoxy-7-nonynoate CC(COC(CCCCCC#CC(OCC)OCC)=O)C.C(C)OC(C#CCCCCCC(=O)OCCCC)OCC